BrC1=NN(C(=C1)C1=NC(=CC=C1)Cl)C (3-bromo-1-methyl-1H-pyrazol-5-yl)-6-chloropyridine